N1N=CC(=C1)C=1C=CC2=C(C1)OCC=1N=C(SC12)N(C1CCN(C2(CC2)C1)C(=O)OC(C)(C)C)C tert-Butyl 7-((7-(1H-pyrazol-4-yl)-4H-chromeno[3,4-d]thiazol-2-yl) (methyl) amino)-4-azaspiro[2.5]octane-4-carboxylate